CN1N=CC(=C1)C=1C=CC=2N(C1)N=CC2N2CCN(CC2)C=2OC=CN2 2-(4-(6-(1-methyl-1H-pyrazol-4-yl)pyrazolo[1,5-a]pyridin-3-yl)piperazin-1-yl)oxazole